2-[10-[3-Butyl-5-(diaminomethylene)-2,4,6-trioxo-hexahydropyrimidin-1-yl]-1,3-dioxo-2,4-diazadispiro[4.1.57.15]tridecan-4-yl]acetamide C(CCC)N1C(N(C(C(C1=O)=C(N)N)=O)C1CCC2(CC3(N(C(NC3=O)=O)CC(=O)N)C2)CC1)=O